4-(3-(2-aminoethoxy)propanamido)-N-(5-(1-(3,5-difluorophenyl)-3-(3,3-dimethylmorpholine-4-carbonyl)-7-methoxy-1,4-dihydrochromeno[4,3-c]pyrazol-8-yl)pyridin-3-yl)butanamide NCCOCCC(=O)NCCCC(=O)NC=1C=NC=C(C1)C1=CC2=C(C=C1OC)OCC1=C2N(N=C1C(=O)N1C(COCC1)(C)C)C1=CC(=CC(=C1)F)F